BrC=1C(=C(C=C2C(OCC12)CC#N)NC(OC(C)(C)C)=O)Cl tert-Butyl N-[7-bromo-6-chloro-3-(cyanomethyl)-1,3-dihydroisobenzofuran-5-yl]carbamate